C(#N)N1C[C@@H](CC1)NC(=O)C=1N(C2=CC(=CC=C2C1)C=1C=NN(C1)C)C (R)-N-(1-cyanopyrrolidin-3-yl)-1-methyl-6-(1-methyl-1H-pyrazol-4-yl)-1H-indole-2-carboxamide